C(C1=CC=CC=C1)OC1=NC(=CC=C1C=1C(=NC(=CC1)CCO)C)OCC1=CC=CC=C1 2-(2',6'-bis(benzyloxy)-2-methyl-[3,3'-bipyridyl]-6-yl)ethan-1-ol